ClC=1C=C(C=CC1)S 3-chlorophenyl thiol